OC1C(CN(CC1)C(=O)C1=CC2=C(N(C(=N2)C=2N(C3=CC=CC=C3C2)CC(F)(F)F)C)C(=C1)OC)NC(OC(C)(C)C)=O tert-butyl (4-hydroxy-1-(7-methoxy-1-methyl-2-(1-(2,2,2-trifluoroethyl)-1H-indol-2-yl)-1H-benzo[d]imidazole-5-carbonyl)piperidin-3-yl)carbamate